ClC1=CC=C2C(=N1)N(C=C2B(O)O)COCC[Si](C)(C)C (6-chloro-1-((2-(trimethylsilyl)ethoxy)methyl)-1H-pyrrolo[2,3-b]pyridin-3-yl)boronic acid